F[B-](F)(F)F.[Rh+3].C1=CCCC=CCC1.C1=CCCC=CCC1.F[B-](F)(F)F.F[B-](F)(F)F bis(1,5-cyclooctadiene) rhodium tetrafluoroborate